C[C@H](CC)C1=C(C=CC(=N1)N(C(OC(C)(C)C)=O)C(=O)OC(C)(C)C)C#N |o1:1| tert-butyl N-{6-[(2R or S)-butan-2-yl]-5-cyanopyridin-2-yl}-N-[(tert-butoxy)carbonyl]carbamate